N[C@@H](C(=O)O)C1=CC(=C(C=C1)F)Cl |r| racemic-2-amino-2-(3-chloro-4-fluorophenyl)acetic acid